C(#N)/C(/C(=O)NC1=NC=CC(=C1)C)=C\C=1SC=C(C1)C1=CC=CC2=CC=CC=C12 (E)-2-cyano-N-(4-methylpyridin-2-yl)-3-(4-(naphthalen-1-yl)thiophen-2-yl)acrylamide